NC1COC2=C(O1)C=CC=C2N2CC(NCC2)C 2-Amino-5-(3-methylpiperazin-1-yl)-2,3-dihydro-1,4-benzodioxine